4,5-dihydroxybenzoic acid cycloheptyl ester C1(CCCCCC1)OC(C1=CC=C(C(=C1)O)O)=O